3-(benzyloxy)-6-(5-bromo-1-((2-(trimethylsilyl)ethoxy)methyl)-1H-pyrazol-4-yl)-2-fluoropyridine C(C1=CC=CC=C1)OC=1C(=NC(=CC1)C=1C=NN(C1Br)COCC[Si](C)(C)C)F